3-(2-bromoacetyl)-N-(tert-butyl)benzenesulfonamide 1,2-dimethyl-4-[2-(3-methoxy-6-nitro-2-oxoquinolin-1-yl)ethoxy]phthalate CC1(C(=O)O)C(C(=O)O)(C=C(C=C1)OCCN1C(C(=CC2=CC(=CC=C12)[N+](=O)[O-])OC)=O)C.BrCC(=O)C=1C=C(C=CC1)S(=O)(=O)NC(C)(C)C